IC1=C(C=C(C=N1)C=1C=NC=CC1)C=CC1=CC=CC=C1 6-Iodo-5-styryl-3,3'-bipyridine